(E)-3-(4-((7-hydroxy-3-(2-(trifluoromethyl)benzoyl)quinolin-4-yl)oxy)phenyl)acrylic acid OC1=CC=C2C(=C(C=NC2=C1)C(C1=C(C=CC=C1)C(F)(F)F)=O)OC1=CC=C(C=C1)/C=C/C(=O)O